C(C)OC(CC(=O)C(F)(F)F)=O 4,4,4-trifluoroacetoacetic acid ethyl ester